N-[(-)-2-cyclopropyl-2-{5-fluoro-4-(2-hydroxypropan-2-yl)-6-[4-(trifluoromethyl)phenyl]Pyridine-2-yl}-2-hydroxyethyl]-2-fluoro-8-methoxy-3-methylquinoline-6-carboxamide C1(CC1)C(CNC(=O)C=1C=C2C=C(C(=NC2=C(C1)OC)F)C)(O)C1=NC(=C(C(=C1)C(C)(C)O)F)C1=CC=C(C=C1)C(F)(F)F